1,3-bis[3-[4-(5-chloro-2-oxo-2,3-dihydro-1H-benzimidazol-1-yl)piperidin-1-yl]propyl]-1,3-dihydro-2H-benzimidazol-2-one ClC1=CC2=C(N(C(N2)=O)C2CCN(CC2)CCCN2C(N(C3=C2C=CC=C3)CCCN3CCC(CC3)N3C(NC2=C3C=CC(=C2)Cl)=O)=O)C=C1